FC(C1=CC=C(C=C1)C=1C=C2C=CC(=NC2=CC1)N1CCCCC1)(F)F 1-(6-(4-(Trifluoromethyl)phenyl)chinolin-2-yl)piperidin